(2S)-2-(tert-butoxycarbonylamino)-3-(4-methoxyphenyl)propanoic acid C(C)(C)(C)OC(=O)N[C@H](C(=O)O)CC1=CC=C(C=C1)OC